C(C)N1N=CC=C1C1=CC=C(C=C1)[C@H](CO)NC(=O)[C@H]1NC[C@@H](C1)O (2S,4R)-N-((R)-1-(4-(1-ethyl-1H-pyrazol-5-yl)phenyl)-2-hydroxyethyl)-4-hydroxypyrrolidine-2-carboxamide